5-((2-(cyclopropyl-(methyl)amino)-5-isopropyl-pyridin-4-yl)oxy)pyrimidine-2,4-diamine C1(CC1)N(C1=NC=C(C(=C1)OC=1C(=NC(=NC1)N)N)C(C)C)C